4-(7-{[(oxacyclopentane-3-yl)amino]methyl}-[1,2,4]triazolo[1,5-a]pyridin-5-yl)benzonitrile O1CC(CC1)NCC1=CC=2N(C(=C1)C1=CC=C(C#N)C=C1)N=CN2